COC1=CC=C(C=C1)C1=NN(C(C2=CC=CC=C12)=O)NC(CC1CCC(CC1)C)=O N-[4-(4-methoxyphenyl)-1-oxophthalazin-2(1H)-yl]-2-(4-methylcyclohexyl)acetamide